N-[(1S)-1-cyclohexyl-2-[4-(3,5-dimethyl-1H-pyrazol-4-yl)anilino]-2-oxo-ethyl]pyrazolo[1,5-b]pyridazine-3-carboxamide C1(CCCCC1)[C@@H](C(=O)NC1=CC=C(C=C1)C=1C(=NNC1C)C)NC(=O)C=1C=NN2N=CC=CC21